[Na+].C(CC(=O)[O-])(=O)OC(C)C isopropyl malonate, sodium salt